C(C)OC(C(C(C)=O)(C)C)=O 2,2-dimethyl-3-oxo-butyric acid ethyl ester